2,4-dihydroxy-2,5-dimethyl-3(2H)-furan-3-one CC1=C(C(=O)C(O1)(C)O)O